2-(7-((2s,5r)-2,5-diethyl-4-(1-(4-fluoro-2-methoxyphenyl)ethyl)piperazin-1-yl)-4-methyl-5-oxo-4,5-dihydro-2H-pyrazolo[4,3-b]pyridin-2-yl)acetonitrile C(C)[C@@H]1N(C[C@H](N(C1)C(C)C1=C(C=C(C=C1)F)OC)CC)C=1C=2C(N(C(C1)=O)C)=CN(N2)CC#N